1-((3S)-4-(6-Chloro-7-(2-fluoro-6-hydroxyphenyl)-2-(((S)-1-methylpyrrolidin-2-yl)methoxy)pyrido[2,3-d]pyrimidin-4-yl)-3-methylpiperazin-1-yl)prop-2-en-1-one ClC1=CC2=C(N=C(N=C2N2[C@H](CN(CC2)C(C=C)=O)C)OC[C@H]2N(CCC2)C)N=C1C1=C(C=CC=C1O)F